BrC=1C=NC=2N(C1)N=C(N2)C(F)(F)F 6-bromo-2-(trifluoromethyl)-[1,2,4]triazolo[1,5-a]pyrimidine